COC(CN1CCN(CC1)C1=CC=C(C=C1)N)=O 2-(4-(4-aminophenyl)piperazin-1-yl)acetic acid methyl ester